P(=O)([O-])([O-])O.[Zn+2] zinc mono-phosphate